F[P-](F)(F)(F)(F)F.C(C)(C)(C1=CC=CC=C1)[Fe]C1C=CC=C1 cumyl-cyclopentadienyl-iron (II) hexafluorophosphate